C(C1=CC=CC=C1)OC1=NC(=CC=C1C=1C=CC(=NC1)N1CCN(CC1)C(=O)OC(C)(C)C)OCC1=CC=CC=C1 tert-butyl 4-[5-(2,6-dibenzyloxy-3-pyridyl)-2-pyridyl]piperazine-1-carboxylate